FC(S(=O)(=O)OC=1C=C2C=CC(=CC2=CC1NC(=O)N)C(=O)OC)(F)F methyl 6-(((trifluoromethyl) sulfonyl) oxy)-7-ureido-2-naphthoate